2-cyclopentyl-N-[5-[3-[(2S)-2-(hydroxymethyl)pyrrolidin-1-yl]sulfonyl-4-methoxy-phenyl]-4-methyl-thiazol-2-yl]acetamide C1(CCCC1)CC(=O)NC=1SC(=C(N1)C)C1=CC(=C(C=C1)OC)S(=O)(=O)N1[C@@H](CCC1)CO